4-(benzyloxy)-3-chloro-2-methoxypyridine C(C1=CC=CC=C1)OC1=C(C(=NC=C1)OC)Cl